C(CCC)OCC butyl-ethylether